N-(5-((4-chlorobenzyl)oxy)-1,3,4-thiadiazol-2-yl)-6-(2-hydroxyethyl)-4-(2-methoxyphenyl)nicotinamide ClC1=CC=C(COC2=NN=C(S2)NC(C2=CN=C(C=C2C2=C(C=CC=C2)OC)CCO)=O)C=C1